COC1=C(C=C2C(=C1)N=CN=C2NC3=CC=CC(=C3)C#C)OCCCCCCC(=O)NO 7-[[4-(3-ethynylphenylamino)-7-methoxyquinazolin-6-yl]oxy]-N-hydroxyheptanamide